2,3-di-tert-butyl-phenol C(C)(C)(C)C1=C(C=CC=C1C(C)(C)C)O